NCCCCNCCC=O 3-[(4-aminobutyl)amino]propanal